C(C)(=O)N[C@@H](C(=O)N(C)CC1=CC=CC=C1)COC (R)-2-Acetylamino-N-benzyl-3-methoxy-N-methyl-propionamide